ClC1=C(C=CC=C1)N1C=2N(C3=C(C1=O)C=NC(=N3)NC3=CC=C1CCCN(C1=C3)C)C=CN2 6-(2-chlorophenyl)-2-[(1-methyl-1,2,3,4-tetrahydro-quinolin-7-yl)amino]imidazo[1,2-a]pyrimido[5,4-e]pyrimidin-5(6H)-one